(±)-2,2-dimethyl-3-(2-phenethyl-1,3-dioxolan-4-yl)-1-phenylpropan-1-one CC(C(=O)C1=CC=CC=C1)(CC1OC(OC1)CCC1=CC=CC=C1)C